N-[2-amino-5-(4-fluorophenyl)phenyl]-4-[(6-methoxy-3-pyridyl)sulfonyl]benzamide NC1=C(C=C(C=C1)C1=CC=C(C=C1)F)NC(C1=CC=C(C=C1)S(=O)(=O)C=1C=NC(=CC1)OC)=O